ClC1=CC2=C(S1)C1(CC(N(CC1)CC=1C=NC(=NC1)Cl)C)OCC2O 2-chloro-1'-[(2-chloropyrimidin-5-yl)methyl]-2'-methyl-spiro[4,5-dihydrothieno[2,3-c]pyran-7,4'-piperidin]-4-ol